O=CC=CC=CCCC=CC(=O)N 10-oxo-2,6,8-decatrienamide